1-((1-((2S,4R)-4-Amino-2-phenylpiperidine-1-carbonyl)-3,3-dimethylpiperidin-4-yl)methyl)-4-phenylpyridin-2(1H)-one N[C@H]1C[C@H](N(CC1)C(=O)N1CC(C(CC1)CN1C(C=C(C=C1)C1=CC=CC=C1)=O)(C)C)C1=CC=CC=C1